C1(CC1)N(C1=C(C(=NC=N1)NC[C@]1([C@@H](CN(CC1)CC(=O)N)O)O)F)CC1=CC=C(C=C1)C(F)(F)F |o1:12,13| rel-2-((3R,4R)-4-(((6-(cyclopropyl(4-(trifluoro-methyl)benzyl)amino)-5-fluoropyrimidin-4-yl)amino)methyl)-3,4-dihydroxypiperidin-1-yl)acetamide